OCC1CCN(CC1)C1=CC=C(C=N1)C1C(NC(CC1)=O)=O 3-{6-[4-(hydroxymethyl)piperidin-1-yl]Pyridin-3-yl}piperidine-2,6-dione